tert-butyl-4-(4-fluoro-3-isopropyl-1H-indol-5-yl)-3,6-dihydropyridine-1(2H)-carboxylate C(C)(C)(C)OC(=O)N1CCC(=CC1)C=1C(=C2C(=CNC2=CC1)C(C)C)F